N=1N=CN2C1C=1CCCCC1C=N2 7,8,9,10-Tetrahydro-s-triazolo[3,4-a]phthalazine